2,7-bis((4-aminophenyl)amino)anthracene-9,10-dione NC1=CC=C(C=C1)NC1=CC=2C(C3=CC(=CC=C3C(C2C=C1)=O)NC1=CC=C(C=C1)N)=O